Lithium isopropoxide Lithium ethoxide [O-]CC.[Li+].CC([O-])C.[Li+]